C1=CC=C2C=CC=C3C2=C1C1=NC2=C(C=CC(=C2N=C13)C1=CC=C(S1)C=O)C1=CC=C(S1)C=O 5,5'-(acenaphtho[1,2-b]quinoxaline-8,11-diyl)dithiophene-2-formaldehyde